C[NH+]1CCCCC1 N-methylpiperidinium